tert-Butyl rac-(2R,5R)-2-(3-hydroxyphenyl)-4-methoxy-5-methyl-piperidine-1-carboxylate OC=1C=C(C=CC1)[C@@H]1N(C[C@H](C(C1)OC)C)C(=O)OC(C)(C)C |r|